FC1(COC1)CN1N=CC(=C1)N1C(SC=C1)C=1C=NNC1 N-(1-((3-Fluorooxetan-3-yl)methyl)-1H-pyrazol-4-yl)-2-(1H-pyrazol-4-yl)thiazole